dl-2,4,4-trimethylpentylphosphinic acid CC(CP(O)=O)CC(C)(C)C